C(C(C)C)C=1C=CC(=C(C1)N1CCN(CC1)CC=1OC=CN1)C=1N=NNN1 2-[[4-[5-isobutyl-2-(2H-tetrazol-5-yl)phenyl]piperazin-1-yl]methyl]oxazole